Cl.NC1(CC1)C(=O)OCC ethyl 1-aminocyclopropane-1-carboxylate hydrochloride